sulphoricinoleate S(=O)(=O)(O)C(C(=O)[O-])CCCCCC\C=C/C[C@H](O)CCCCCC